CC1=C(C=CC=C1C)N1CCN(CC1)C(CN1N=C(C2=C1CCC2)C(=O)N2CCC(CC2)OCCO)=O 1-[4-(2,3-dimethylphenyl)piperazin-1-yl]-2-{3-[4-(2-hydroxyethoxy)piperidine-1-carbonyl]-5,6-dihydrocyclopenta[c]pyrazol-1(4H)-yl}ethan-1-one